(2S)-3-Cyclobutyl-2-[9H-fluoren-9-ylmethoxycarbonyl(methyl)amino]propanoic acid C1(CCC1)C[C@@H](C(=O)O)N(C)C(=O)OCC1C2=CC=CC=C2C=2C=CC=CC12